(5-chloroisoindolin-2-yl)-3-isopropyl-N-(3-methoxyphenyl)-7-(1H-pyrazol-4-yl)pyrazolo[1,5-a]pyrimidine-2-carboxamide ClC=1C=C2CN(CC2=CC1)C1=NC=2N(C(=C1)C=1C=NNC1)N=C(C2C(C)C)C(=O)NC2=CC(=CC=C2)OC